BrC=1C=C(C2=C(C(=CO2)C(=O)OCC)C1)C(C(F)(F)F)O[Si](C)(C)C(C)(C)C ethyl 5-bromo-7-(1-((tert-butyldimethylsilyl)oxy)-2,2,2-trifluoroethyl)benzofuran-3-carboxylate